2-((4-(2-(4-chlorobenzofuran-7-yl)-2-methylbenzo[d][1,3]dioxolan-4-yl)piperidin-1-yl)methyl)-3-(((S)-oxetan-2-yl)methyl)-3H-imidazo[4,5-b]pyridine-5-carboxylic acid ClC1=CC=C(C2=C1C=CO2)C2(OC1=C(O2)C=CC=C1C1CCN(CC1)CC1=NC=2C(=NC(=CC2)C(=O)O)N1C[C@H]1OCC1)C